NC=1OC2=CC=C(C=C2C(C1C=O)=O)F 2-AMINO-6-FLUORO-4-OXO-4H-CHROMENE-3-CARBALDEHYDE